4-(4-(benzo[d][1,3]dioxol-5-yl)furan-2-yl)-4-oxobutanoic acid methyl ester COC(CCC(=O)C=1OC=C(C1)C1=CC2=C(OCO2)C=C1)=O